BrC1=CC2=C([N+](=C(N=[N+]2[O-])NCCC(OC2CCN(CC2)CC(F)(F)F)=O)[O-])C=C1 7-bromo-3-((3-oxo-3-((1-(2,2,2-trifluoroethyl)piperidin-4-yl)oxy)propyl)amino)benzo[e][1,2,4]triazine-1,4-dioxide